FC1=C(C=O)C(=CC(=C1)C#N)F 2,6-difluoro-4-cyanobenzaldehyde